BrC1=CC=C(C=2N1C=CN2)NC(=O)NC2=CC(=C(C=C2)CN2CCN(CC2)CCF)C(F)(F)F 1-(5-bromoimidazo[1,2-a]pyridin-8-yl)-3-(4-((4-(2-fluoroethyl)piperazin-1-yl)methyl)-3-(trifluoromethyl)phenyl)urea